(thiazol-2-ylmethyl)carbamate S1C(=NC=C1)CNC([O-])=O